C(C)(C)(C)C1=CC=C(C=C1)C1=NC(=C(C(=O)O)C=C1O)C 6-(4-(tert-butyl)phenyl)-5-hydroxy-2-methylnicotinic acid